methoxy-1-propyl-1-propanesulfonic acid COC(CC)(S(=O)(=O)O)CCC